BrC1=CC=2C(C3=CC=CC=C3C(C2C=C1)(O)C1=CC=CC=C1)(O)C1=CC=CC=C1 2-bromo-9,10-diphenyl-9,10-dihydroanthracene-9,10-diol